OC1=C(C=C(C=C1C=O)C=O)C=O 2-hydroxybenzene-1,3,5-tricarbaldehyde